C(C)(CC)N1N=CC=2C1=NC(=NC2NC=2N=CN(C2)C2=CC(=C(C(=C2)OC)OC)OC)C(=C)C (sec-butyl)-6-(prop-1-en-2-yl)-N-(1-(3,4,5-trimethoxyphenyl)-1H-imidazol-4-yl)-1H-pyrazolo[3,4-d]pyrimidin-4-amine